phosphonostyrene P(=O)(O)(O)C=CC1=CC=CC=C1